BrC=1C(=NC2=CC=CC=C2C1)[C@@H](CC1=CC(=CC(=C1)F)F)NC(OC(C)(C)C)=O tert-butyl (R)-(1-(3-bromoquinolin-2-yl)-2-(3,5-difluorophenyl)ethyl)carbamate